FC(S(=O)(=O)OC=1COC(CC1)CO[Si](C1=CC=CC=C1)(C1=CC=CC=C1)C(C)(C)C)(F)F 6-(((tert-butyldiphenylsilyl)oxy)methyl)-5,6-dihydro-2H-pyran-3-yl trifluoromethanesulfonate